6-[(4,5-dihydro-1H-imidazol-2-yl)methyl]-7-methyl-N-[(thiophen-2-yl)methyl]thieno[3,2-c]pyridazin-4-amine N1C(=NCC1)CC1=C(C=2N=NC=C(C2S1)NCC=1SC=CC1)C